C(C1=CC=CC=C1)OC=1C=C2C=CC(=C(C2=CC1)OC1=CC=C(OCCN(CCOCCC2N(CCNC2)C2=C3CN(C(C3=CC=C2)=O)C2CC(NC(C2)=O)=O)CC)C=C1)C1=CC=C(C=C1)S(=O)(=O)C 4-(4-(2-(2-(2-((2-(4-((6-(Benzyloxy)-2-(4-(methylsulfonyl)phenyl)naphthalen-1-yl)oxy)phenoxy)ethyl)(ethyl)amino)ethoxy)ethyl)piperazine-1-yl)-1-oxoisoindol-2-yl)piperidine-2,6-dione